FC(CNC(=O)NC1=CNC2=CC=C(C=C12)C=1C=NN(C1)C1=CC=C(C=C1)CC)F 1-(2,2-difluoroethyl)-3-(5-(1-(4-ethylphenyl)-1H-pyrazol-4-yl)-1H-indol-3-yl)urea